C1(CC(C(CC1)C(C)C)S)C thiomenthol